C(C)OC(CN1C2CC(CC1CC2)C(=O)OCC)=O Ethyl 8-(2-ethoxy-2-oxo-ethyl)-8-azabicyclo[3.2.1]octane-3-carboxylate